5-CHLORO-2-METHYL-PYRIDINE-3-CARBALDEHYDE ClC=1C=C(C(=NC1)C)C=O